sulfur-selenide vanadium carbon [C].[V].S=[Se]